1,3,5-TRIAZINE-2,4-DIOL N1=C(N=C(N=C1)O)O